(2-Benzylaminobenzo[d]thiazol-6-yl)-1-[2-(4-morpholinyl)ethyl]-3-(4-trifluoromethylphenyl)urea C(C1=CC=CC=C1)NC=1SC2=C(N1)C=CC(=C2)N(C(=O)NC2=CC=C(C=C2)C(F)(F)F)CCN2CCOCC2